NC1=CC=2C(C3=CC=CC=C3C2C=C1)(C)C 2-amino-9,9-dimethyl-fluorene